tert-butyl (4S)-5-amino-4-(5-(5-cyano-4-methyl-6-(methylamino) pyridin-2-yl)-3-methyl-1-oxoisoindolin-2-yl)-5-oxopentanoate NC([C@H](CCC(=O)OC(C)(C)C)N1C(C2=CC=C(C=C2C1C)C1=NC(=C(C(=C1)C)C#N)NC)=O)=O